BrC1=CC=2C(N(C(C=3C2C=2C(C(N(C(C12)=O)CCCN1CCOCC1)=O)=CC3NCCN3CCCC3)=O)CCCN3CCOCC3)=O 4-bromo-2,7-bis(3-morpholinopropyl)-9-((2-(pyrrolidin-1-yl)ethyl)amino)benzo[lmn][3,8]phenanthroline-1,3,6,8(2H,7H)-tetraone